[3-[tert-butyl (diphenyl) silyl] oxy-2,2-difluoro-propyl] triflate O(S(=O)(=O)C(F)(F)F)CC(CO[Si](C1=CC=CC=C1)(C1=CC=CC=C1)C(C)(C)C)(F)F